CC1(CC(N(C1)C(=O)[O-])C(=O)[O-])C 4,4-dimethylpyrrolidine-1,2-dicarboxylate